C(C)(C)(C)OC(=O)N1C(C(CC(C1)C)CS(=O)C)C 2,5-dimethyl-3-((methylsulfinyl)methyl)piperidine-1-carboxylic acid tert-butyl ester